N-(1-(3-chloro-5-Isopropylisoquinolin-8-yl)azetidin-3-yl)-N-methylmethanesulfonamide ClC=1N=CC2=C(C=CC(=C2C1)C(C)C)N1CC(C1)N(S(=O)(=O)C)C